tert-butyl 4-(4-(3-((3-amino-6-chloropyridazin-4-yl)oxy)piperidin-1-yl)phenyl)piperazine-1-carboxylate NC=1N=NC(=CC1OC1CN(CCC1)C1=CC=C(C=C1)N1CCN(CC1)C(=O)OC(C)(C)C)Cl